C(C)(C)(C)[Si](C=1C=[N+](C=CC1)C)(F)C(C)(C)C 3-[di(tert-butyl)(fluoro)silyl]-1-methyl-1-pyridinium